[Na+].[Na+].N1(CCN(CCNCC1)CC=1C=C(C=CC1O)S(=O)(=O)[O-])CC=1C=C(C=CC1O)S(=O)(=O)[O-] 3,3'-((1,4,7-triazonane-1,4-diyl)bis(methylene))bis(4-hydroxybenzenesulfonate) disodium salt